ClC=1C=C(C=C(C1CC=1OC(N(N1)C1CCCC1)=O)Cl)N1N=C(C(NC1=O)=O)C#N 2-(3,5-dichloro-4-((4-cyclopentyl-5-oxo-4,5-dihydro-1,3,4-oxadiazol-2-yl)methyl)phenyl)-3,5-dioxo-2,3,4,5-tetrahydro-1,2,4-triazine-6-carbonitrile